FC1=C(C(=O)N(C)OC)C(=CC(=C1)F)OCCOC 2,4-difluoro-N-methoxy-6-(2-methoxyethoxy)-N-methyl-benzamide